C(C1=CC=CC=C1)O[C@H]1CN(C[C@]12CN=C(O2)N2[C@H](C1=CC=CC=C1CC2)C2=CC=C(C=C2)F)C(=O)OC(C)(C)C tert-butyl (5R,9S)-9-(benzyloxy)-2-((S)-1-(4-fluorophenyl)-3,4-dihydroisoquinolin-2(1H)-yl)-1-oxa-3,7-diazaspiro[4.4]non-2-ene-7-carboxylate